6-[4-[(S)-(4-methoxyphenyl)-phenylmethyl]piperidine-1-carbonyl]-4H-1,4-benzoxazin-3-one COC1=CC=C(C=C1)[C@@H](C1CCN(CC1)C(=O)C=1C=CC2=C(NC(CO2)=O)C1)C1=CC=CC=C1